(3R,7R)-2-(3,4-dichlorobenzoyl)-3,7-dimethyl-9-((S*)-1-(6-(5-methyl-2H-tetrazol-2-yl)pyridin-3-yl)ethyl)-1,2,3,4,8,9-hexahydropyrido[4',3':3,4]pyrazolo[1,5-a]pyrazin-10(7H)-one ClC=1C=C(C(=O)N2CC=3C(=NN4C3C(N(C[C@H]4C)[C@@H](C)C=4C=NC(=CC4)N4N=C(N=N4)C)=O)C[C@H]2C)C=CC1Cl |o1:18|